3-methoxy-4-(((1S,3R)-3-methoxycyclopentyl)amino)-N-(5-(5-methyl-1H-pyrazol-1-yl)-1,3,4-thiadiazol-2-yl)-2-oxo-2H-pyran-6-carboxamide COC=1C(OC(=CC1N[C@@H]1C[C@@H](CC1)OC)C(=O)NC=1SC(=NN1)N1N=CC=C1C)=O